N(C1=CC=CC=C1)C1=NC(=NC(=N1)N1CCOCC1)NC=1C=C(C(=CC1)\C=C\C=1C(=CC(=CC1)NC1=NC(=NC(=N1)NC1=CC=CC=C1)N1CCOCC1)S(=O)(=O)O)S(=O)(=O)O (E)-4,4'-bis((4-anilino-6-morpholino-s-triazin-2-yl)amino)2,2'-stilbenedisulfonic acid